BrC=1N=C2C(=C(C(N(C2=CC1)C)=O)C#N)N1CCN(CC1)C(C1=CC=CC=C1)C1=CC=C(C=C1)F 6-Bromo-4-{4-[(4-fluorophenyl)(phenyl)methyl]piperazin-1-yl}-1-methyl-2-oxo-1,2-dihydro-1,5-naphthyridin-3-carbonitril